(E)-4-(4-(dimethylamino)styryl)-1-methylpyridin-1-ium iodide [I-].CN(C1=CC=C(/C=C/C2=CC=[N+](C=C2)C)C=C1)C